BrC1=CC=C(C=C1)C1=CC=CC=2C3=C(SC21)C=CC(=C3)C3=CC=CC=C3 6-(4-bromophenyl)-2-phenyldibenzothiophene